N-[(1R)-1-[3-amino-5-(trifluoromethyl)phenyl]ethyl]-5-(1-methylpyrazol-4-yl)-4-oxo-thieno[2,3-d]pyridazine-7-carboxamide NC=1C=C(C=C(C1)C(F)(F)F)[C@@H](C)NC(=O)C1=NN(C(C2=C1SC=C2)=O)C=2C=NN(C2)C